ClC=1C=NC=C(C1C=O)Cl 3,5-dichloropyridine-4-carbaldehyde